ClC1=C(C2=C(N=CN=C2N)N1C)C1=CC[C@@H](CC1)C(=O)N1CCCC1 6-chloro-7-methyl-5-[(4R)-4-(pyrrolidine-1-carbonyl)cyclohex-1-en-1-yl]-7H-pyrrolo[2,3-d]Pyrimidin-4-amine